(S)-1-(1-isopropyl-1H-pyrazol-4-yl)-3-(isoquinolin-4-yl)-2-oxoimidazoline-4-carbonitrile C(C)(C)N1N=CC(=C1)N1C(N([C@@H](C1)C#N)C1=CN=CC2=CC=CC=C12)=O